N-(5-((4-(1-Cyclopropyl-1H-indol-3-yl)-5-(oxazol-2-yl)pyrimidin-2-yl)amino)-4-methoxy-2-(4-(pyrrolidin-1-yl)piperidin-1-yl)phenyl)acrylamide C1(CC1)N1C=C(C2=CC=CC=C12)C1=NC(=NC=C1C=1OC=CN1)NC=1C(=CC(=C(C1)NC(C=C)=O)N1CCC(CC1)N1CCCC1)OC